ClC=1C(=C2C=NNC2=C(C1F)C(C(C)C)=O)C=1N=CC=2N(C1)C=C(N2)NC(=O)[C@H]2[C@H](C2)F (1S,2S)-N-(6-(5-chloro-6-fluoro-7-isobutyryl-1H-indazol-4-yl)imidazo[1,2-a]pyrazin-2-yl)-2-fluorocyclopropane-1-carboxamide